COC1=C(C=C2C(N3C(=NC2=C1)[C@H]1CCCN([C@@H]1CC3)C)=O)C#N |r| (±)-(4aR,13bS)-11-methoxy-4-methyl-8-oxo-2,3,4,4a,5,6,8,13b-octahydro-1H-[1,6]naphthyridino[5,6-b]quinazoline-10-carbonitrile